N-[3-(dimethylamino)propyl]docosanamide CCCCCCCCCCCCCCCCCCCCCC(=O)NCCCN(C)C